3-(1,4-diazabicyclo[3.2.2]nonan-4-yl)-8-amino-dibenzo[b,d]thiophene 5,5-dioxide N12CCN(C(CC1)CC2)C=2C=CC1=C(S(C3=C1C=C(C=C3)N)(=O)=O)C2